C(CCCCCCC)(S\C(=C(\C)/N(C=O)CC=1C(=NC(=NC1)C)N)\CCOP(=O)(O)O)=O (Z)-S-(2-(N-((4-amino-2-methylpyrimidin-5-yl) methyl) formamido)-5-(phosphonooxy) pent-2-en-3-yl) octanethioate